(R)-4-(5-methyl-7H-pyrrolo[2,3-d]pyrimidin-4-yl)-N-(pyrrolidin-3-yl)-3,4-dihydro-2H-1,4-thiazine-6-carboxamide hydrochloride Cl.CC1=CNC=2N=CN=C(C21)N2CCSC(=C2)C(=O)N[C@H]2CNCC2